hydroxy-12-keto-5β-cholanic acid OC(C(=O)O)C[C@@H](C)[C@H]1CC[C@H]2[C@@H]3CC[C@@H]4CCCC[C@]4(C)[C@H]3CC([C@]12C)=O